3-[6-[(3R,5S)-3,5-dimethylpiperazin-1-yl]-4-fluoro-2-pyridyl]pyrazolo[1,5-a]pyridine C[C@@H]1CN(C[C@@H](N1)C)C1=CC(=CC(=N1)C=1C=NN2C1C=CC=C2)F